C1(CCCCC1)[C@@H](C(=O)NC1=CC=C(C=C1)C=1C(=[N+](C=CC1C(C)C)[O-])C)NC(=O)C1=CC=NN1C (S)-3-(4-(2-cyclohexyl-2-(1-methyl-1H-pyrazole-5-carboxamido)acetamido)phenyl)-4-isopropyl-2-methylpyridine 1-oxide